6-hydroxy-3-methyl-quinazolin-4(3H)-one OC=1C=C2C(N(C=NC2=CC1)C)=O